N-(2-(piperidin-1-yl)ethyl)benzamide N1(CCCCC1)CCNC(C1=CC=CC=C1)=O